COC(=N)C1=NN(C(=C1)C)C1=NC(=CC=C1[C@H](C)O)N1C=NC2=C1C=CC(=C2)NC=2N=NC(=CC2)C 1-[3-[(1S)-1-hydroxyethyl]-6-[5-[(6-methylpyridazin-3-yl)amino]benzimidazol-1-yl]-2-pyridyl]-5-methyl-pyrazole-3-carboximidic acid methyl ester